C([C@H](O)CC(C)C)(=O)O (R)-Leucic acid